CC1(N(C(N(C1=O)C1=CC=C(C#N)C=C1)=S)[C@@H]1CC[C@H](CC1)OCCCOC1OCCCC1)C 4-(4,4-dimethyl-5-oxo-3-(trans-4-(3-((tetrahydro-2H-pyran-2-yl)oxy)propoxy)cyclohexyl)-2-thioxoimidazolidin-1-yl)benzonitrile